CN1N=C(C(=C1)C=1N=C2C(=CN(C=C2)CC=2OC3=C(N2)C=C(C=C3)C)N1)C 2-((2-(1,3-dimethyl-1H-pyrazol-4-yl)-5H-imidazo[4,5-c]pyridin-5-yl)methyl)-5-methylbenzo[d]oxazole